NC=1SC(=C(C1C(=O)OC)C)C1=NN(C=C1)CCOC methyl 2-amino-5-(1-(2-methoxyethyl)-1H-pyrazol-3-yl)-4-methylthiophene-3-carboxylate